ClC1=NC=C(C(=N1)NCC1=CC=C(C=C1)C=1N(C=C(N1)C(F)(F)F)C(C)C)[N+](=O)[O-] 2-chloro-N-[[4-[1-isopropyl-4-(trifluoromethyl)imidazol-2-yl]phenyl]methyl]-5-nitro-pyrimidin-4-amine